3-dimethylamino-2-(cholest-5-en-3beta-oxybutane-4-oxy)-1-(cis,cis-9,12-octadecadienoxy)propane CN(CC(COCCCCCCCC\C=C/C\C=C/CCCCC)OC(CCC)O[C@@H]1CC2=CC[C@H]3[C@@H]4CC[C@H]([C@@H](CCCC(C)C)C)[C@]4(CC[C@@H]3[C@]2(CC1)C)C)C